CCCC(CCCCCCCC)(ONC1=CC=CC=C1)ONC1=CC=CC=C1 4,4-dodecanediyldioxy-di-aniline